O=C1NC(CCC1N1C(C2=CC(=C(C=C2C1)N1CCN(CC1)CC1CCC(CC1)CN1CCN(CC1)C(=O)OC(C)(C)C)F)=O)=O tert-butyl 4-[[4-[[4-[2-(2,6-dioxo-3-piperidyl)-6-fluoro-1-oxo-isoindolin-5-yl]piperazin-1-yl]methyl]cyclohexyl]methyl]piperazine-1-carboxylate